Bocethanolamine C(=O)(OC(C)(C)C)C(O)CN